ClC1=CC(=NC=N1)OC1=C(C=CC=C1)/C(/C(=O)OC)=C\OC methyl (E)-2-{2-[6-chloropyrimidin-4-yloxyl]phenyl}-3-methoxyacrylate